2,2'-methylenebis(4,6-di-tert-butylphenyl) isooctyloxy phosphite P1(OC2=C(C=C(C=C2C(C)(C)C)C(C)(C)C)CC2=C(C(=CC(=C2)C(C)(C)C)C(C)(C)C)O1)OOCCCCCC(C)C